exo-3-(Boc-amino)-8-azabicyclo[3.2.1]octane CC(C)(C)OC(=O)NC1C[C@H]2CC[C@@H](C1)N2